ClC=1C2C3=C(C4=CC=C(C=C4C(=C3C(C1)C2)O)C)OC(C=C)=O 2-chloro-6-methyl-9-acryloyloxy-10-hydroxy-1,4-dihydro-1,4-methanoanthracene